CO[C@H]1CN(C[C@@H]1OS(=O)(=O)C1=CC=C(C)C=C1)C(=O)OC(C)(C)C tert-butyl (3S,4S)-3-methoxy-4-(tosyloxy)pyrrolidine-1-carboxylate